2-(2-azidoethoxy)ethoxyltetrahydro-2H-pyran-3,4-diyl diacetate C(C)(=O)OC1C(OCCC1OC(C)=O)OCCOCCN=[N+]=[N-]